3-(4-Isopropyl-4-morpholine-4-yl-piperidine-1-yl)-5,5-dimethyl-11-oxo-6,11-dihydro-5H-pyrido[4,3-b]carbazole-8-carbonitrile C(C)(C)C1(CCN(CC1)C1=CC=2C(C=3NC=4C=C(C=CC4C3C(C2C=N1)=O)C#N)(C)C)N1CCOCC1